7-Bromo-3,3-dibutyl-5-(4-fluorophenyl)-8-methoxy-2,3,4,5-tetrahydro-1,5-benzothiazepine BrC=1C(=CC2=C(N(CC(CS2)(CCCC)CCCC)C2=CC=C(C=C2)F)C1)OC